ClC1=CC=C2C(=CN(C2=C1Cl)COCC[Si](C)(C)C)N1C=NC=C1 2-[(6,7-dichloro-3-imidazol-1-yl-indol-1-yl)methoxy]ethyl-trimethyl-silane